aniline diammonium [NH4+].[NH4+].NC1=CC=CC=C1